FC(C=1N=CC=2N(C1)C(=CN2)C2=NC=CC(=N2)N2CC(CCC2)C2=NNC(=C2)C(F)(F)F)(F)F 6-(Trifluoromethyl)-3-(4-(3-(5-(trifluoromethyl)-1H-pyrazol-3-yl)piperidin-1-yl)pyrimidin-2-yl)imidazo[1,2-a]pyrazine